1-(((R)-1-((R)-3-cyclohexyl-2-methylpropanoyl)-4-hydroxy-3,3-dimethylpiperidin-4-yl)methyl)-5-(4-hydroxypiperidine-1-carbonyl)-4-phenylpyridin-2(1H)-one C1(CCCCC1)C[C@H](C(=O)N1CC([C@@](CC1)(O)CN1C(C=C(C(=C1)C(=O)N1CCC(CC1)O)C1=CC=CC=C1)=O)(C)C)C